NC1([C@@H](CN(C[C@@H]1O)C1=NN2C(S1)=NC=C2C2=C(C=C(C=C2)F)OC)O)C (3R,4R,5S)-4-amino-1-(5-(4-fluoro-2-methoxyphenyl)imidazo[2,1-b][1,3,4]thiadiazol-2-yl)-4-methylpiperidine-3,5-diol